ClC1=CC=2N(C=C1)C=NC2CNC(=O)C=2C=NN(C2)CC=2N=C1N(C=C(C=C1CO)C1CC1)C2 N-((7-chloroimidazo[1,5-a]pyridin-1-yl)methyl)-1-((6-cyclopropyl-8-(hydroxymethyl)imidazo[1,2-a]pyridin-2-yl)methyl)-1H-pyrazole-4-carboxamide